FC1(C[C@@H](CCC1)N(C1=CC=CC=C1)C(CC1(CCN(CC1)C(NCC1=CC=C(C=C1)F)=O)C(=O)O)=O)F |r| racemic-4-[2-(N-[3,3-difluorocyclohexyl]anilino)-2-oxo-ethyl]-1-[(4-fluorophenyl)methylcarbamoyl]piperidine-4-carboxylic acid